rac-3-exo-isopropylbicyclo[2.2.1]heptan C(C)(C)C1CC2CCC1C2